((3-(2-(Benzo[d][1,3]dioxol-5-yl)acetamido)-5-(trifluoromethyl)phenyl)carbamoyl)(3-((1R,4R)-4-((dimethylamino)methyl)cyclohexyl)-1,2,3-oxadiazol-3-ium-5-yl)amide O1COC2=C1C=CC(=C2)CC(=O)NC=2C=C(C=C(C2)C(F)(F)F)NC(=O)[N-]C2=C[N+](=NO2)C2CCC(CC2)CN(C)C